4-hydroxyimidazo[1,2-a]quinoxaline-7-carboxylic acid OC=1C=2N(C3=CC=C(C=C3N1)C(=O)O)C=CN2